S1C(NC(C1)=O)=O tetrahydro-1,3-thiazole-2,4-dione